C(C(O)CC(=O)O)(=O)O.Cl.O1CNCC1 oxazolidine hydrochloride malate salt